C(CCCCCCCCCCCCCCCC)N1C2=CC=CC=C2C=2C=CC=CC12 9-heptadecylcarbazole